1-{[(2s,4r)-5-oxo-4-(2,2,2-trifluoroethyl)pyrrolidin-2-yl]methoxy}-7-(prop-2-yloxy)isoquinoline-6-carboxamide O=C1[C@H](C[C@H](N1)COC1=NC=CC2=CC(=C(C=C12)OC(C)C)C(=O)N)CC(F)(F)F